2,5-Diethenyl-1,4-benzenedicarbonitrile C(=C)C1=C(C=C(C(=C1)C#N)C=C)C#N